FC1=C(C(=O)NC=2SC=C(N2)C(C#C)(C2=CC=C(C=C2)C)C)C(=CC(=C1)N1CCNCC1)F 2,6-difluoro-N-[4-[1-methyl-1-(p-tolyl)prop-2-ynyl]thiazol-2-yl]-4-piperazin-1-yl-benzamide